diethylene glycol bis[3-(3-tert-butyl-5-methyl-4-hydroxyphenyl) propanoate] C(C)(C)(C)C=1C=C(C=C(C1O)C)CCC(=O)OCCOCCOC(CCC1=CC(=C(C(=C1)C)O)C(C)(C)C)=O